CC(C(=N)N)C 2-methylpropionamidine